C(C)(C)N1N=C(C=C1C1[C@H]2CC(C[C@@H]12)N1C[C@]2(CCS(C2)(=O)=O)CCC1)C(F)(F)F (R)-7-((1R,3r,5S,6R)-6-(1-Isopropyl-3-(trifluoromethyl)-1H-pyrazol-5-yl)bicyclo[3.1.0]hexan-3-yl)-2-thia-7-azaspiro[4.5]decane 2,2-dioxide